ClC=1C(=C(C=CC1)C1CCN(CC1)C(=O)C1=NN=C2N1C=C(C=C2)C#N)C(F)(F)F 3-(4-(3-chloro-2-(trifluoromethyl)phenyl)piperidine-1-carbonyl)-[1,2,4]triazolo[4,3-a]pyridine-6-carbonitrile